N-(2,3-dihydroxypropyl)-1-[4-[[3-(3-fluoro-4-methoxyphenyl)imidazo[1,2-a]pyrazin-8-yl]amino]-2-methylbenzoyl]piperidine-4-carboxamide OC(CNC(=O)C1CCN(CC1)C(C1=C(C=C(C=C1)NC=1C=2N(C=CN1)C(=CN2)C2=CC(=C(C=C2)OC)F)C)=O)CO